3-cyano-5-fluoro-4-methoxybenzoyl chloride C(#N)C=1C=C(C(=O)Cl)C=C(C1OC)F